N-[5-[5-methyl-3-[[(2R)-1-methylpyrrolidin-2-yl]methoxy]isoxazol-4-yl]pyrazolo[1,5-a]pyridin-2-yl]cyclopropanecarboxamide CC1=C(C(=NO1)OC[C@@H]1N(CCC1)C)C1=CC=2N(C=C1)N=C(C2)NC(=O)C2CC2